FCC1(CC1)C1=NC2=CC=C(C=C2C(=N1)N1CCC(CC1)C1=NC=CN=C1OC)N(CCO)C 2-({2-(1-Fluoromethyl-cyclopropyl)-4-[4-(3-methoxy-pyrazin-2-yl)-piperidin-1-yl]-quinazolin-6-yl}-methyl-amino)-ethanol